6-cyano-N-(2,2-dimethyl-6-morpholino-2,3-dihydrobenzofuran-5-yl)pyrazolo[1,5-a]pyrimidine-3-carboxamide C(#N)C=1C=NC=2N(C1)N=CC2C(=O)NC=2C(=CC1=C(CC(O1)(C)C)C2)N2CCOCC2